Palmitic acid sodium salt [Na+].C(CCCCCCCCCCCCCCC)(=O)[O-]